4-bromo-5-ethyl-7,7-difluoro-1-(tetrahydro-2H-pyran-2-yl)-1,5,6,7-tetrahydrocyclopenta[f]indazole BrC1=C2C=NN(C2=CC2=C1C(CC2(F)F)CC)C2OCCCC2